tert-butyl (3R,4S)-4-fluoro-3-[[2-[3-(2-methoxy-4-methylsulfonyl-anilino)prop-1-ynyl]-1-(2,2,2-trifluoroethyl)indol-4-yl]amino]piperidine-1-carboxylate F[C@@H]1[C@@H](CN(CC1)C(=O)OC(C)(C)C)NC1=C2C=C(N(C2=CC=C1)CC(F)(F)F)C#CCNC1=C(C=C(C=C1)S(=O)(=O)C)OC